tert-Butyl N-tert-butoxycarbonyl-N-[4-chloro-5-methyl-6-[2-methyl-6-(tetrahydropyran-4-ylidenemethyl)phenyl]pyrimidin-2-yl]carbamate C(C)(C)(C)OC(=O)N(C(OC(C)(C)C)=O)C1=NC(=C(C(=N1)Cl)C)C1=C(C=CC=C1C=C1CCOCC1)C